acryloyloxyethyl-Trimethoxysilane C(C=C)(=O)OCC[Si](OC)(OC)OC